BrC(C(=O)C1=C(C=CC(=C1)Cl)Cl)C 2-bromo-2',5'-dichloropropiophenone